BrC1=CC(=C(OCC(=O)OC(C)(C)C)C=C1)OC tert-butyl 2-(4-bromo-2-methoxyphenoxy)acetate